tert-butyl-4-[(1S)-1-[(3-bromophenyl)methyl]-2-tert-butoxy-2-oxo-ethyl]-3,3-difluoro-pyrrolidine-1-carboxylate C(C)(C)(C)OC(=O)N1CC(C(C1)[C@@H](C(=O)OC(C)(C)C)CC1=CC(=CC=C1)Br)(F)F